COC1=CC=C(CN2N=CC(=C(C2=O)C(F)(F)F)N[C@H](COCC(=O)N(C2CCN(CC2)C2=NC=C(C=N2)C(F)(F)F)C)C)C=C1 (S)-2-(2-(1-(4-methoxybenzyl)-6-oxo-5-(trifluoromethyl)-1,6-dihydropyridazin-4-ylamino)propoxy)-N-methyl-N-(1-(5-(trifluoromethyl)pyrimidin-2-yl)piperidin-4-yl)acetamide